methyl 2-[[4-[3-[(4-chloro-2-fluoro-phenyl)methoxy]pyrazol-1-yl]-1-piperidyl]methyl]-3-[(3-methylimidazol-4-yl)methyl]benzimidazole-5-carboxylate ClC1=CC(=C(C=C1)COC1=NN(C=C1)C1CCN(CC1)CC=1N(C2=C(N1)C=CC(=C2)C(=O)OC)CC=2N(C=NC2)C)F